C1(CC1)CCN(C1=C2CN(C(C2=CC=C1)=O)C1C(NC(CC1)=O)=O)C1CCC(CC1)NCC(C(F)(F)F)(F)F 3-(4-((2-cyclopropylethyl)((1r,4r)-4-((2,2,3,3,3-pentafluoropropyl)amino)cyclohexyl)amino)-1-oxoisoindolin-2-yl)piperidine-2,6-dione